BrC1=CC=CC(=N1)NC(=O)[C@H]1N(C[C@@H](C1)F)C(CN1N=C(C2=CC(=CC=C12)C1=CC=C(C=C1)N1CCOCC1)C(=O)N)=O 1-(2-((2S,4R)-2-(6-bromopyridin-2-ylcarbamoyl)-4-fluoropyrrolidin-1-yl)-2-oxoethyl)-5-(4-morpholinophenyl)-1H-indazole-3-carboxamide